C(#N)[C@H](C[C@H]1C(NCC1)=O)NC(=O)[C@H]1N(C[C@H](C1)OC)C([C@H](C(C)(C)C)NC(C(F)(F)F)=O)=O (2S,4S)-N-[(1S)-1-cyano-2-[(3S)-2-oxopyrrolidin-3-yl]ethyl]-1-[(2S)-3,3-dimethyl-2-[(2,2,2-trifluoroacetyl)amino]butanoyl]-4-methoxy-pyrrolidine-2-carboxamide